N-cyclobutyl-5-(2-methyl-1-(tetrahydro-2H-pyran-4-yl)-1H-imidazo[4,5-b]pyridin-6-yl)pyrrolo[2,1-f][1,2,4]triazin-2-amine C1(CCC1)NC1=NN2C(C=N1)=C(C=C2)C=2C=C1C(=NC2)N=C(N1C1CCOCC1)C